methyl 5-acetamido-4,7,8,9-tetra-O-acetyl-3,5-dideoxy-3-fluoro-D-erythro-α-L-manno-non-2-ulopyranosonate C(C)(=O)N[C@@H]1[C@H]([C@H]([C@](C(=O)OC)(O)O[C@H]1[C@H](OC(C)=O)[C@H](OC(C)=O)COC(C)=O)F)OC(C)=O